N(=[N+]=[N-])C=1C=C2C(N(C(C2=CC1)=O)C1C(NC(CC1)=O)=O)=O 5-azido-2-(2,6-dioxopiperidin-3-yl)isoindoline-1,3-dione